4-[[(2R,3R,4S,5R)-3-[2-(cyclobutoxy)-3,4-difluoro-phenyl]-4,5-dimethyl-5-(trifluoromethyl)tetrahydrofuran-2-carbonyl]amino]pyridine-2-carboxamide C1(CCC1)OC1=C(C=CC(=C1F)F)[C@@H]1[C@@H](O[C@]([C@H]1C)(C(F)(F)F)C)C(=O)NC1=CC(=NC=C1)C(=O)N